(S)-N-{(1S)-1-cyano-2-[(3S)-2-oxo-3-pyrrolidinyl]ethyl}-2-[(2S)-3,3-dimethyl-2-(2,2,2-trifluoroacetylamino)butanoyl]-5-azaspiro[2.4]heptane-6-carboxamide C(#N)[C@H](C[C@H]1C(NCC1)=O)NC(=O)C1NCC2([C@H](C2)C([C@H](C(C)(C)C)NC(C(F)(F)F)=O)=O)C1